4-((2S,3S,4S,5R)-3-(3,4-difluoro-2-methoxyphenyl)-4-methyl-5-(trifluoromethyl)tetrahydrofuran-2-carboxamido)picolinamide FC=1C(=C(C=CC1F)[C@H]1[C@H](O[C@H]([C@H]1C)C(F)(F)F)C(=O)NC1=CC(=NC=C1)C(=O)N)OC